N1N=CC=C1C1=CC=C(C=N1)N1CCN(CC1)CC1=CN=C2C=C(C=NC2=C1)CC 7-((4-(6-(1H-pyrazole-5-yl)pyridine-3-yl)piperazine-1-yl)methyl)-3-ethyl-1,5-naphthyridin